N-((2-cyclopropylpyrazolo[1,5-b]pyridazin-3-yl)methyl)-6-(difluoromethoxy)-5-fluoronicotinamide C1(CC1)C1=NN2N=CC=CC2=C1CNC(C1=CN=C(C(=C1)F)OC(F)F)=O